dimethylaminopropyl-N,N-dimethylpropane-1,3-diamine CN(C)CCCC(CCN)N(C)C